BrC=1C=C(C=CC1)C=1C(=C(N(C1)S(=O)(=O)CC1=CC=CC=C1)C)SC (3-bromophenyl)-2-methyl-3-(methylthio)-1-toluenesulfonyl-1H-pyrrole